N1CC(C1)[C@H](C)NC(=O)C1=CC2=CC=CC(=C2C=C1)C1=CC=C(C=C1)C(F)(F)F (S)-N-(1-(azetidin-3-yl)ethyl)-5-(4-(trifluoromethyl)phenyl)-2-naphthamide